3-(5-((3-(4'-chloro-5,5-dimethyl-3,4,5,6-tetrahydro-[1,1'-biphenyl]-2-carbonyl)-3,8-diazabicyclo[3.2.1]octan-8-yl)methyl)-1-oxoisoindolin-2-yl)piperidine-2,6-dione ClC1=CC=C(C=C1)C1=C(CCC(C1)(C)C)C(=O)N1CC2CCC(C1)N2CC=2C=C1CN(C(C1=CC2)=O)C2C(NC(CC2)=O)=O